Tert-butyl ((2S,4R)-6-bromo-2-methyl-1,2,3,4-tetrahydroquinolin-4-yl)carbamate BrC=1C=C2[C@@H](C[C@@H](NC2=CC1)C)NC(OC(C)(C)C)=O